FC1=CC=CC2=C1N=C(S2)NC(C(Cl)(Cl)Cl)=O N-(4-fluorobenzo[d]thiazol-2-yl)trichloroacetamide